(±)-trans-N-(8-amino-6-(4-methylpyridin-3-yl)-2,7-naphthyridin-3-yl)-2-(isothiazole-4-Yl)Cyclopropanecarboxamide NC=1N=C(C=C2C=C(N=CC12)NC(=O)[C@H]1[C@@H](C1)C=1C=NSC1)C=1C=NC=CC1C |r|